N-methyl-quinuclidinium iodide [I-].C[N+]12CCC(CC1)CC2